O[C@@H](COC1=CC(=NC(=C1)[C@@]1(COCC1)OC)C=1C=C(N2C=NC(=CC21)NC(C)=O)C)C N-(5-(4-((R)-2-Hydroxypropoxy)-6-((S)-3-methoxytetrahydrofuran-3-yl)pyridin-2-yl)-7-methylpyrrolo[1,2-c]pyrimidin-3-yl)acetamide